CC(C)(C(C)(C1=CC=CC=C1)C)NC(=O)C=1C=C2C(=NC1)N(C(=C2)C)C N-(2,3-dimethyl-3-phenylbutan-2-yl)-1,2-dimethyl-1H-pyrrolo[2,3-b]pyridine-5-carboxamide